(S)-1-((4,4-difluoro-5-oxopyrrolidin-2-yl)methoxy)-7-isopropoxy-4-(piperidin-4-ylethynyl)isoquinoline-6-carboxamide FC1(C[C@H](NC1=O)COC1=NC=C(C2=CC(=C(C=C12)OC(C)C)C(=O)N)C#CC1CCNCC1)F